6-(4-(11-Hydroxyundec-1-yn-1-yl)-3-(trifluoromethyl)phenyl)pyridazin-3(2H)-one OCCCCCCCCCC#CC1=C(C=C(C=C1)C=1C=CC(NN1)=O)C(F)(F)F